FC(C(=O)O)(F)F.BrC=1N=CC=2N(C1)C=C(N2)N2CCCC2 {6-bromoimidazo[1,2-a]pyrazin-2-yl}pyrrolidine trifluoroacetate